1-(4-Hydroxy-1-oxoisoindolin-2-yl)dihydropyrimidine-2,4(1H,3H)-dione OC1=C2CN(C(C2=CC=C1)=O)N1C(NC(CC1)=O)=O